Cl.N[C@H](C(=O)NC1=CC=C(C=C1)C1=CNC(C=C1)=O)C(C1=CC=CC=C1)C1=CC=CC=C1 (S)-2-amino-N-(4-(6-oxo-1,6-dihydropyridin-3-yl)phenyl)-3,3-diphenylPropionamide hydrochloride